NC1=C(C2=C(S1)CC(C2)C(=O)OC)C(C2=C(C=CC=C2)OC)=O methyl 2-amino-3-(2-methoxybenzoyl)-4H,5H,6H-cyclopenta[b]thiophene-5-carboxylate